(1r,4r)-4-{[(tert-butoxy)carbonyl](methyl)amino}cyclohexane-1-carboxylic acid C(C)(C)(C)OC(=O)N(C1CCC(CC1)C(=O)O)C